butyl {[(1r,4r)-4-(bromoacetyl)cyclohexyl]methyl}carbamate BrCC(=O)C1CCC(CC1)CNC(OCCCC)=O